5-(7-methoxy-5-methylbenzothiophen-2-yl)-7-(azetidin-3-yl)-7H-pyrrolo[2,3-d]pyrimidin COC1=CC(=CC=2C=C(SC21)C2=CN(C=1N=CN=CC12)C1CNC1)C